(azetidin-3-yl)propan-1-one hydrochloride Cl.N1CC(C1)C(CC)=O